3-bromo-2-chloro-6-[(4-methoxyphenyl)methyl]-7,8-dihydro-1,6-naphthyridin-5-one BrC=1C(=NC=2CCN(C(C2C1)=O)CC1=CC=C(C=C1)OC)Cl